ClC1=CC(=C(C=N1)C(=O)NOCC)NC1=C(C(=CC(=C1)F)C1=NC=C(C=N1)F)OC 6-chloro-N-ethoxy-4-{[5-fluoro-3-(5-fluoropyrimidin-2-yl)-2-methoxyphenyl]amino}pyridine-3-Formamide